Hexyl Isobutyrate (hexyl 2-methylpropanoate) C(CCCCC)C(C(=O)O)(C)C.C(C(C)C)(=O)OCCCCCC